C=O.C1=CC=C(C=C1)N Aniline-formaldehyde